2-(((4-cyano-7-(4-isopropylphenyl)-2,3-dihydrobenzofuran-5-yl)amino)methyl)-N-methylacrylamide C(#N)C1=C(C=C(C2=C1CCO2)C2=CC=C(C=C2)C(C)C)NCC(C(=O)NC)=C